1-(1-ethyl-3,3-difluoropiperidin-4-yl)-8-(6-methoxypyridin-3-yl)-3-methyl-1,3-dihydro-2H-imidazo[4,5-c]quinolin-2-one C(C)N1CC(C(CC1)N1C(N(C=2C=NC=3C=CC(=CC3C21)C=2C=NC(=CC2)OC)C)=O)(F)F